NC=1C2=C(N=CN1)NC(=C2C2=CC=C(C=C2)OC2=NC(=CC=C2)C)C2=CC=C(C=C2)N(C(C=C)=O)C N-(4-(4-amino-5-(4-((6-methylpyridin-2-yl)oxy)phenyl)-7H-pyrrolo[2,3-d]pyrimidin-6-yl)phenyl)-N-methylacrylamide